C(#N)CC1=NC=2C(=C3C(=NC2)C=CS3)N1[C@@H]1CC[C@H](CC1)CNC(OC)=O Methyl ({trans-4-[2-(cyanomethyl)-1H-imidazo[4,5-d]thieno[3,2-b]pyridin-1-yl]cyclohexyl}methyl)carbamate